C(C1=CC=CC=C1)N1CC2(CC(C2)OCC2=CC=CC=C2)C(C1)B1OC(C(O1)(C)C)(C)C 6-benzyl-2-(benzyloxy)-8-(4,4,5,5-tetramethyl-1,3,2-dioxaborolan-2-yl)-6-azaspiro[3.4]octane